9-(1-((5-chloroquinolin-8-yl)amino)ethyl)-N,N,4,7-tetramethyl-5-oxo-4,5-dihydroimidazo[1,5-a]quinazoline-3-carboxamide ClC1=C2C=CC=NC2=C(C=C1)NC(C)C=1C=C(C=C2C(N(C=3N(C12)C=NC3C(=O)N(C)C)C)=O)C